[Ti+4].C(C)C(C(=O)[O-])C.C(C)C(C(=O)[O-])C.C(C)C(C(=O)[O-])C.C(C)C(C(=O)[O-])C (ethyl methylacetate) titanium